2-(2-hydroxyphenyl)pyrrole OC1=C(C=CC=C1)C=1NC=CC1